BrC1=CC(=CC=C1)Cl 1-Bromo-3-chlorobenzene